4-[2-(methylamino)ethoxyl-2-oxo-2,3-dihydro-1H-1,3-benzodiazol-1-yl]cyclohexane-1-carboxamide CNCCON1C(N(C2=C1C=CC=C2)C2CCC(CC2)C(=O)N)=O